FCC(=O)N(CC(=O)N)NC(=O)[C@H]1N(CCC1)S(=O)(=O)CC1=CC=CC=C1 2-[(2-Fluoroacetyl)-[[(2S)-1-benzylsulfonylpyrrolidin-2-carbonyl]amino]amino]acetamid